C(C)S(=O)(=O)C=1C=CC(=NC1C1=NC2=C(C=NC(=C2)C(F)(F)F)N1C)NS(=O)(=O)C N-{5-(Ethylsulfonyl)-6-[3-methyl-6-(trifluoromethyl)-3H-imidazo[4,5-c]pyridin-2-yl]pyridin-2-yl}methanesulfonamide